(R)-N-(1-(3-(difluoromethyl)-2-fluorophenyl)ethyl)-3-(3-methoxy-3-methylazetidin-1-yl)-8-Methylpyrido[2,3-d]pyridazin-5-amine FC(C=1C(=C(C=CC1)[C@@H](C)NC1=C2C(=C(N=N1)C)N=CC(=C2)N2CC(C2)(C)OC)F)F